CC1=NC(=CC(=C1)[C@H](C1=CC=C(C(=O)N)C=C1)OC1=CC=C2C(CC(OC2=C1C)(C)C)=O)C (S)-4-((2,6-dimethylpyridin-4-yl)((2,2,8-trimethyl-4-oxochroman-7-yl)oxy)methyl)benzamide